N-(3-(((7-Bromo-2-methyl-2,3-dihydrofuro[3,2-c]pyridin-4-yl)amino)methyl)phenyl)acetamide BrC=1C2=C(C(=NC1)NCC=1C=C(C=CC1)NC(C)=O)CC(O2)C